1-(2-methoxyethyl)cyclopropane-1-carboxylic acid COCCC1(CC1)C(=O)O